C(C)OC(\C=C\C(C)(C)NC(=O)OC(C)(C)C)=O.N1(C=NC=C1)C=1C=C(C(=O)NC2C(CCCC2)OC)C=CC1 3-(1H-imidazol-1-yl)-N-(2-methoxycyclohexyl)benzamide ethyl-(E)-4-((tert-butoxycarbonyl)amino)-4-methylpent-2-enoate